Ethyl 5-methyl-4-(N-methylacetamido)-1-(tetrahydro-2H-pyran-2-yl)-1H-pyrazole-3-carboxylate CC1=C(C(=NN1C1OCCCC1)C(=O)OCC)N(C(C)=O)C